OC1(CC(C1)C(=O)N1CC2(C1)C[C@@H](CC2)C2=CC(=C(C=C2)OC)C)C |r| (rac)-((1s,3s)-3-Hydroxy-3-methylcyclobutyl)(6-(4-methoxy-3-methylphenyl)-2-azaspiro[3.4]octan-2-yl)methanon